6,8-Diphenyl-[1,3]dioxolo[4,5-g]quinoline C1(=CC=CC=C1)C1=NC=2C=C3C(=CC2C(=C1)C1=CC=CC=C1)OCO3